(1R)-1-{5-[2-Methyl-5-(trifluoromethyl)phenyl]-1,2,4-oxadiazol-3-yl}-6-azaspiro[2.5]octan-6-sulfonamid CC1=C(C=C(C=C1)C(F)(F)F)C1=NC(=NO1)[C@@H]1CC12CCN(CC2)S(=O)(=O)N